FC(C(=O)O)(F)F.CC1C(NC2=CC(=NN2C=2C=CN=C(CCCC1)C2)C(=O)O)=O 9-methyl-8-oxo-2,3,7,15-tetraazatricyclo[12.3.1.02,6]Octadeca-1(18),3,5,14,16-pentaene-4-carboxylic acid trifluoroacetate salt